O=C1NCCC2=NN3C(CNCC(C3)C(=O)O)=C21 oxo-2,3,4,7,8,9,10,11-octahydro-1H-pyrido[4',3':3,4]pyrazolo[1,5-a][1,4]diazepine-8-carboxylic acid